(R)-2-isopropenyl-5-methyl-4-hexen-1-ol C(=C)(C)[C@H](CO)CC=C(C)C